2-(1-[6-chloro-2-(morpholin-4-yl)-4-oxo-3,4-dihydroquinazolin-8-yl]ethylamino)benzoic acid ClC=1C=C2C(NC(=NC2=C(C1)C(C)NC1=C(C(=O)O)C=CC=C1)N1CCOCC1)=O